NC1=C(C(=NN1C(C)C)C=1C=NC(=CC1)C(C(=O)NC1=NOC(=C1)C(CC)(C)C)C)C(=O)N 5-Amino-1-isopropyl-3-[6-[2-[[5-(1,1-dimethylpropyl)isoxazol-3-yl]amino]-1-methyl-2-oxo-ethyl]-3-pyridyl]pyrazole-4-carboxamide